N-tert-butyl-2-[(2-{4-[2-(dimethylamino)ethoxy]pyridin-2-yl}-5,5-dimethyl-5H,6H,7H-cyclopenta[d]pyrimidin-4-yl)(methyl)amino]acetamide C(C)(C)(C)NC(CN(C)C=1C2=C(N=C(N1)C1=NC=CC(=C1)OCCN(C)C)CCC2(C)C)=O